ClC=1C=C(C(=NC1)OC)S(=O)(=O)NC=1C(=C(C(=CC1)F)[C@H]1N(CC=2N(C1)C=NC2C(=O)NC)C)F (6R)-6-[3-(5-chloro-2-methoxypyridine-3-sulfonamido)-2,6-difluorophenyl]-N,7-dimethyl-5H,6H,8H-imidazo[1,5-a]pyrazine-1-carboxamide